CNC(C[C@H](CC(C)C)NC1=NC(=NC2=CC(=CC=C12)C)N1CC2(CN(C2)C(C=C)=O)CC1)=O (3S)-N,5-dimethyl-3-((7-methyl-2-(2-(2-propenoyl)-2,6-diazaspiro[3.4]octan-6-yl)-4-quinazolinyl)amino)hexanamide